N2,N2-bis(4-methoxybenzyl)N4-((5-(pyrrolidin-1-ylmethyl)thiophen-2-yl)methyl)quinoline-2,3,4-triamine COC1=CC=C(CN(C2=NC3=CC=CC=C3C(=C2N)NCC=2SC(=CC2)CN2CCCC2)CC2=CC=C(C=C2)OC)C=C1